C=CCCCCCCCCCCCC 1-Tetradecen